C(#N)N=C(NCC1=C(C=C(C=C1)Cl)Cl)SC 3-Cyano-1-[(2,4-dichlorophenyl)methyl]-2-methyl-isothiourea